P(=O)(OCC(CCCC)CC)(OC1=CC=C(C=C1)CCCCCCCCC)O (2-ethylhexyl) (p-nonylphenyl) hydrogen phosphate